6-fluoro-3-(3-methoxy-3-oxopropyl)-1-methyl-1H-indole-2-carboxylic acid methyl ester COC(=O)C=1N(C2=CC(=CC=C2C1CCC(=O)OC)F)C